1-{4-[7-(aminocarbonyl)-2H-indazole-2-yl]benzyl}-4-(1-hydroxy-1-methylethyl)piperidinium NC(=O)C1=CC=CC2=CN(N=C12)C1=CC=C(C[NH+]2CCC(CC2)C(C)(C)O)C=C1